3-(dimethylphosphoryl)benzenesulfonamide CP(=O)(C)C=1C=C(C=CC1)S(=O)(=O)N